t-butyl (S)-2-methoxy-5-methyl-6-oxo-3-(trifluoromethyl)-5,6,6a,7,9,10-hexahydro-8H-pyrazino[1,2-a]pyrido[3,2-e]pyrazin-8-carboxylate COC=1C(=CC=2N(C([C@H]3N(C2N1)CCN(C3)C(=O)OC(C)(C)C)=O)C)C(F)(F)F